C(C)N(C1=CC(=C(C=C1)\N=N\C1=CC=C(C=C1)[N+](=O)[O-])OC)C (E)-N-ethyl-3-methoxy-N-methyl-4-((4-nitrophenyl)diazenyl)aniline